(E)-3-(4-Bromo-3-nitrophenyl)-1-(4-hydroxyphenyl)prop-2-en-1-one BrC1=C(C=C(C=C1)/C=C/C(=O)C1=CC=C(C=C1)O)[N+](=O)[O-]